(1S*,2S*)-2-(4-chloropyridin-2-yl)-N-(6-((2R,4S)-2-(6-cyclopropylimidazo[1,2-a]pyridin-2-yl)-4-hydroxypyrrolidin-1-yl)pyrimidin-4-yl)cyclopropane-1-carboxamide ClC1=CC(=NC=C1)[C@@H]1[C@H](C1)C(=O)NC1=NC=NC(=C1)N1[C@H](C[C@@H](C1)O)C=1N=C2N(C=C(C=C2)C2CC2)C1 |o1:7,8|